C1(=CC=CC=C1)N(C(O)=O)CC1=CC=C(C=C1)S(=O)(=O)N1CCCCC1.OCC1=CC=C(C=C1)S(=O)(=O)N 4-(hydroxymethyl)benzenesulfonamide phenyl-(4-(piperidin-1-ylsulfonyl)benzyl)carbamate